(-)-1-(benzo[b]thiophen-2-yl)-3-[(3S*,4R*)-4-(6-fluoro-2,3-dihydro-benzofuran-5-yl)-2-oxopyrrolidin-3-yl]urea S1C2=C(C=C1NC(=O)N[C@@H]1C(NC[C@H]1C=1C(=CC3=C(CCO3)C1)F)=O)C=CC=C2 |o1:9,13|